C(C)(C)NC/C=C/C(=O)Cl (E)-4-(isopropylamino)but-2-enoyl chloride